5-[1-[[3-chloro-5-(trifluoromethyl)benzoyl]amino]ethyl]-N-cyclopropyl-1-pyrimidin-2-yl-1,2,4-triazole-3-carboxamide ClC=1C=C(C(=O)NC(C)C2=NC(=NN2C2=NC=CC=N2)C(=O)NC2CC2)C=C(C1)C(F)(F)F